C(C)OC(/C(=C/C=1N=NN(C1)C)/F)=O (Z)-2-fluoro-3-(1-methyl-1H-1,2,3-triazol-4-yl)acrylic acid ethyl ester